8-fluoro-2-methyl-6-nitroimidazo[1,2-a]pyridine FC=1C=2N(C=C(C1)[N+](=O)[O-])C=C(N2)C